FC=1C=C(C=C(C1)F)C1CC=NN1C(=O)C1CCN(CC1)C1=NC=CC(=C1)C1=C(C=CC(=C1)OCC1(CCC1)O)F (5-(3,5-difluorophenyl)-4,5-Dihydro-1H-pyrazol-1-yl)(1-(4-(2-fluoro-5-((1-hydroxycyclobutyl)methoxy)phenyl)pyridin-2-yl)piperidin-4-yl)methanone